7-fluoro-2-(4-fluorophenyl)-5-methyl-1H-indole-3-carbohydrazide FC=1C=C(C=C2C(=C(NC12)C1=CC=C(C=C1)F)C(=O)NN)C